2-(6-(3-(1-(5-chloropyrimidin-2-yl)piperidin-4-yl)propoxy)pyridin-3-yl)acetic acid hydrochloride Cl.ClC=1C=NC(=NC1)N1CCC(CC1)CCCOC1=CC=C(C=N1)CC(=O)O